CN1[C@H](CCC1)/C=C/C(=O)NC1=CC=C(C=C1)B1OC(C(O1)(C)C)(C)C (2E)-3-[(2R)-1-methyltetrahydro-1H-pyrrol-2-yl]-N-[4-(4,4,5,5-tetramethyl-1,3,2-dioxaborol-2-yl)phenyl]prop-2-enamide